(3S)-tert-Butyl 4-(6-chloro-7-(2-fluoro-6-(((trifluoromethyl)sulfonyl)oxy)phenyl)-1-(2-isopropylphenyl)-2-oxo-1,2-dihydropyrido[2,3-d]pyrimidin-4-yl)-3-methylpiperazine-1-carboxylate ClC1=CC2=C(N(C(N=C2N2[C@H](CN(CC2)C(=O)OC(C)(C)C)C)=O)C2=C(C=CC=C2)C(C)C)N=C1C1=C(C=CC=C1OS(=O)(=O)C(F)(F)F)F